ClC1=C(C=C(C=2C3=C(N(C12)C)C(CNC(C3)=O)CC(C)(C)O)C3=NN(N=C3)C)Cl 7,8-dichloro-5-(2-hydroxy-2-methylpropyl)-6-methyl-10-(2-methyl-2H-1,2,3-triazol-4-yl)-3,4,5,6-tetrahydroazepino[4,5-b]indol-2(1H)-one